N[C@@]1(C([C@@H](CC1)NC=1C=2N(N=CC1C(=NC1=C(C=C(C=C1)O)Cl)N)C=C(C2)C=2C=NC(=CC2)OC)(C)C)C 4-[[(1R,3S)-3-amino-2,2,3-trimethyl-cyclopentyl]amino]-N'-(2-chloro-4-hydroxy-phenyl)-6-(6-methoxy-3-pyridyl)pyrrolo[1,2-b]pyridazine-3-carboxamidine